ClC1=NC=C(C(=C1)N1C[C@H](CCC1)NC(OC(C)(C)C)=O)C1=CC=C(C=C1)N1CCOCC1 tert-Butyl (S)-(1-(2-chloro-5-(4-morpholinophenyl)pyridin-4-yl)piperidin-3-yl)carbamate